OP(O)OP(O)O.C(C)(C)(C)C1=C(C=CC(=C1)C(C)(C)C)O.C(C)(C)(C)C1=C(C=CC(=C1)C(C)(C)C)O bis(2,4-di-tert-butylphenol) diphosphite